2-(4-(4-fluorophenyl)piperazin-1-yl-ethyl)-2-azaspiro[4.4]non-7-en-1-one FC1=CC=C(C=C1)N1CCN(CC1)CCN1C(C2(CC1)CC=CC2)=O